C1(C=CC=C1)[Hf](C)(C)C1C=CC=C1 biscyclopentadienyldimethylhafnium